C(C1=CC=CC=C1)(=O)OC(C(CCC(CC)C)C)OC(C1=CC=CC=C1)=O 2,5-dimethyl-heptanediol dibenzoate